1,5-dimercapto-naphthalene SC1=CC=CC2=C(C=CC=C12)S